2-[6,7-dichloro-1-(p-tolylsulfonyl)indol-4-yl]oxypropanenitrile ClC1=CC(=C2C=CN(C2=C1Cl)S(=O)(=O)C1=CC=C(C=C1)C)OC(C#N)C